NCC=1C=C(C=CC1)N1N=C(C=C1C(=O)NC1=CC(=CC=C1)C(OCCC)C1=CC=CC=C1)C(F)(F)F 1-(3-(aminomethyl)phenyl)-N-(3-(phenyl-(propoxy)methyl)phenyl)-3-(trifluoromethyl)-1H-pyrazole-5-carboxamide